Cl.N[C@H](C(=O)OCC)[C@H](CC)C (2S,3S)-ethyl 2-amino-3-methylpentanoate hydrochloride